6-(difluoromethyl)-3-[4-[(3S)-3-(sulfamoylamino)-1-piperidinyl]Pyrimidin-2-yl]Imidazo[1,2-a]Pyrazine FC(C=1N=CC=2N(C1)C(=CN2)C2=NC=CC(=N2)N2C[C@H](CCC2)NS(N)(=O)=O)F